(R)-1-(1-ethyl-5-(3-methylmorpholinyl)-1H-pyrazolo[4,3-b]pyridin-7-yl)cyclopropanenitrile C(C)N1N=CC2=NC(=CC(=C21)C2(CC2)C#N)N2[C@@H](COCC2)C